7-(2-hydroxyethoxy)-1,4-dihydroquinolin-4-one OCCOC1=CC=C2C(C=CNC2=C1)=O